(±)-2-((2-phenylprop-1-en-1-yl)oxy)propanoic acid oct-3-yl ester CCC(CCCCC)OC(C(C)OC=C(C)C1=CC=CC=C1)=O